2-(3-chloro-1-(4-(((6-cyclopropylimidazo[1,2-a]pyridin-2-yl)methyl)amino)pyridin-2-yl)-6-fluoro-1H-indol-5-yl)acetamide ClC1=CN(C2=CC(=C(C=C12)CC(=O)N)F)C1=NC=CC(=C1)NCC=1N=C2N(C=C(C=C2)C2CC2)C1